OCC(C1CCOCC1)NC(=O)C=1C2=CC=CC2=CC1 pentalene-4-carboxylic acid [2-hydroxy-1-(tetrahydro-pyran-4-yl)-ethyl]-amide